Tert-butyl (1-(6-(N-(1-(2-cyclohexyl-6-methylphenoxy) cyclopropanecarbonyl)sulfamoyl)pyridin-2-yl)-3-methylpyrrolidin-3-yl)carbamate C1(CCCCC1)C1=C(OC2(CC2)C(=O)NS(=O)(=O)C2=CC=CC(=N2)N2CC(CC2)(C)NC(OC(C)(C)C)=O)C(=CC=C1)C